(R)-2-(5-fluoro-2-methoxypyridin-3-yl)-4-oxopyrrolidine-1-carboxylic acid tert-butyl ester C(C)(C)(C)OC(=O)N1[C@H](CC(C1)=O)C=1C(=NC=C(C1)F)OC